FC1=CC=C(C=C1)C1=NC=C(C(=C1)C1=NN(C=C1)CC=1C=C(C(=O)O)C=CC1)CNC(C=C)=O 3-[[3-[2-(4-fluorophenyl)-5-[(prop-2-enoylamino)methyl]-4-pyridyl]pyrazol-1-yl]methyl]benzoic acid